N-([1,1'-biphenyl]-4-yl)-[1,1'-biphenyl]-4-amine C1(=CC=C(C=C1)NC1=CC=C(C=C1)C1=CC=CC=C1)C1=CC=CC=C1